NC=1C2=C(C(NN1)=O)N(C=C2C2=CC(=C(CNC(C1=C(C=CC(=C1)F)OC)=O)C=C2)F)C(C(F)(F)F)C N-(4-(4-amino-7-oxo-1-(1,1,1-trifluoropropan-2-yl)-6,7-dihydro-1H-pyrrolo[2,3-d]pyridazin-3-yl)-2-fluorobenzyl)-5-fluoro-2-methoxybenzamide